Cl.Cl.C(C)N1CCN(CC1)[C@@H]1[C@@H](NCC1)C 1-Ethyl-4-((2S,3S)-2-methylpyrrolidin-3-yl)piperazine dihydrochloride